3-(5-bromo-1-(tetrahydro-2H-pyran-2-yl)-1H-pyrazol-3-yl)-2-(methoxymethyl)pyridine BrC1=CC(=NN1C1OCCCC1)C=1C(=NC=CC1)COC